2-[7-fluoro-2-(4-piperidinyl)indazol-5-yl]-6-methyl-1,5-naphthyridine FC1=CC(=CC2=CN(N=C12)C1CCNCC1)C1=NC2=CC=C(N=C2C=C1)C